1-(1-methyl-4-nitro-1H-pyrazol-3-yl)piperidine CN1N=C(C(=C1)[N+](=O)[O-])N1CCCCC1